isopropyl (S)-6-diazo-2-((S)-2-ethoxy-4-methylpentanamido)-5-oxohexanoate [N+](=[N-])=CC(CC[C@@H](C(=O)OC(C)C)NC([C@H](CC(C)C)OCC)=O)=O